6-bromo-3-chloro-4H-thieno[2',3':4,5]pyrrolo[3,2-b]pyridine-2-carboxylic acid methyl ester COC(=O)C1=C(C2=C(C3=NC=C(C=C3N2)Br)S1)Cl